tert-butyl (4-(3,3,3-trifluoroprop-1-en-2-yl)pyridin-2-yl)carbamate FC(C(=C)C1=CC(=NC=C1)NC(OC(C)(C)C)=O)(F)F